N[C@@H]1[C@@H](OCC12CCN(CC2)C2=CN=C1ON(ONC1=N2)C=2C(=C(C=CC2)NC(=O)C2=NC=CC=C2)Cl)C N-(3-(7-((3S,4S)-4-amino-3-methyl-2-oxa-8-azaspiro[4.5]decan-8-yl)-2,4-dioxa-1,2-dihydropteridin-3(4H)-yl)-2-chlorophenyl)pyridine-2-carboxamide